CN1C(CCC2=CC(=CC=C12)C1=CN=CC=2[C@@H](CCCC12)O)=O |r| (Rac)-4-(1-methyl-2-oxo-1,2,3,4-tetrahydroquinolin-6-yl)-5,6,7,8-tetrahydroisoquinolin-8-ol